ClC=1C=C(C=CC1C(F)(F)F)C1CC(=C(C(O1)=O)C(=O)NC1=CC=C(C=C1)F)O 6-(3-chloro-4-(trifluoromethyl)phenyl)-N-(4-fluorophenyl)-4-hydroxy-2-oxo-5,6-dihydro-2H-pyran-3-carboxamide